N-methyl-γ-aminopropyl-triethoxysilane CNCCC[Si](OCC)(OCC)OCC